C1(CCCC1)C1=C(C(=O)O)C=C(C(=C1)C1=NC=NC2=CC(=C(C=C12)F)OC1CC1)F 2-cyclopentyl-4-(7-cyclopropoxy-6-fluoroquinazolin-4-yl)-5-fluorobenzoic acid